FC1=CC=C(CN2C(=CC3=CC=C(C=C23)OC)C=O)C=C1 1-(4-fluorobenzyl)-6-methoxy-1H-indole-2-carbaldehyde